FC=1C(=NC(=NC1)NC1=CC=CC(=N1)CCC(=O)OC)C1=CNC2=C(C=CC=C12)NC([C@@H](COC)N1CCN(CC1)C)=O methyl (R)-3-(6-((5-fluoro-4-(7-(3-methoxy-2-(4-methyl-piperazin-1-yl)propanamido)-1H-indol-3-yl)pyrimidin-2-yl)amino)pyridin-2-yl)propanoate